(7-carbamoyl-1,3-dimethyl-1H-indol-5-yl)-2-chloropyrimidine-5-carboxylic acid isopropyl ester C(C)(C)OC(=O)C=1C(=NC(=NC1)Cl)C=1C=C2C(=CN(C2=C(C1)C(N)=O)C)C